Cl.NCC(=O)C=1SC=CC1 2-amino-1-(thiophen-2-yl)ethanone hydrochloride